[Na].C(CCCCCCCCCCC)[S] Dodecyl-sulfur Sodium salt